C(N)(=O)C1=CC=C(C=N1)NC(=O)NC(CC(=O)O)C=1C=NC=CC1 3-{[(6-carbamoylpyridin-3-yl)carbamoyl]amino}-3-(pyridin-3-yl)propanoic acid